methyl-N-(2,3,5-trifluorobenzyl)-1-(trifluoromethyl)cyclopentanecarboxamide CC1C(CCC1)(C(=O)NCC1=C(C(=CC(=C1)F)F)F)C(F)(F)F